Ethyl (2E)-3-(4-cyanophenyl)prop-2-enoate C(#N)C1=CC=C(C=C1)/C=C/C(=O)OCC